[Na+].C(CCCCCCC\C=C/CCCCCCCC)(=O)N(CCS(=O)(=O)[O-])C N-oleoyl-N-methyltaurine sodium salt